9-methoxy-4a-methyl-6H-dibenzo[b,d]pyran-6-one COC=1C=CC2=C(C=3C(OC2=O)(CC=CC3)C)C1